(Z)-3-(3-(3,5-bis(trifluoromethyl)phenyl)-1H-1,2,4-triazol-1-yl)-N-(1-(pyrazin-2-yl)ethyl)acrylamide FC(C=1C=C(C=C(C1)C(F)(F)F)C1=NN(C=N1)\C=C/C(=O)NC(C)C1=NC=CN=C1)(F)F